N-(N,N-dimethylcarbamimidoyl)carbamimidoyl-phenylthioamide CN(C(=N)NC(=N)[N-]SC1=CC=CC=C1)C